NC1=C(C(=NC(=C1)C1=C(C(=C(C=C1)Cl)OC)F)C(=O)O)Cl 4-amino-3-chloro-6-(4-chloro-fluoro-3-methoxyphenyl)pyridine-2-carboxylic acid